C(C1=CC=CC=C1)OC1=CC=2C3=C(NC2C=C1)CCN(CC3)C 9-(benzyloxy)-3-methyl-1,2,3,4,5,6-hexahydroazepino[4,5-b]indole